(2-(5-Acetyl-4-chloro-2-methyl-1H-imidazol-1-yl)ethyl)carbamic acid tert-butyl ester C(C)(C)(C)OC(NCCN1C(=NC(=C1C(C)=O)Cl)C)=O